7-Bromo-1-methyl-4-[4-methyl-4-(5-methyl-1,3-benzooxazol-2-yl)piperidin-1-yl]-2-oxo-1,2-dihydro-quinoline-3-carbonitrile BrC1=CC=C2C(=C(C(N(C2=C1)C)=O)C#N)N1CCC(CC1)(C=1OC2=C(N1)C=C(C=C2)C)C